2-(2,4-dimethylphenyl)-2,2-difluoro-ethylamine hydrochloride Cl.CC1=C(C=CC(=C1)C)C(CN)(F)F